2-(Fmoc-2-aminoethoxy)ethanol C(=O)(OCC1C2=CC=CC=C2C2=CC=CC=C12)C(COCCO)N